FC(OC1=NC=CC(=C1)CNC(=O)N[C@H]1C[C@H](CCC1)C(F)(F)F)F 1-[[2-(difluoro-methoxy)pyridin-4-yl]methyl]-3-[(1R,3S)-3-(trifluoromethyl)cyclohexyl]urea